OCCOCC(CC)(COCCO)COCCO 1,1,1-tris(hydroxyethyloxymethyl)propane